(1s,2r,3s,4r)-2,3-bis(benzyloxy)-4-(4-chloro-7H-pyrrolo[2,3-d]pyrimidin-7-yl)cyclopentanecarboaldehyde C(C1=CC=CC=C1)O[C@@H]1[C@H](C[C@H]([C@@H]1OCC1=CC=CC=C1)N1C=CC2=C1N=CN=C2Cl)C=O